Cl.NC1CC(C1)OC=1C=C2C(=NC=NC2=CC1OC)NCC1=CC(=CC=C1)Cl 6-(3-aminocyclobutoxy)-N-(3-chlorobenzyl)-7-methoxyquinazolin-4-amine hydrochloride